ClC=1C(=CC2=C([C@@H]([C@](O2)(C2=CC=CC=C2)CO)C)C1C1=C(C#N)C=CC(=C1F)OC[C@H](C)OC1OCCCC1)F 2-((2s,3s,4r)-5-chloro-6-fluoro-2-(hydroxymethyl)-3-methyl-2-phenyl-2,3-dihydrobenzofuran-4-yl)-3-fluoro-4-((2S)-2-((tetrahydro-2H-pyran-2-yl)oxy)propoxy)benzonitrile